CC1=C(C=CC=C1O)O 2-methyl-1,3-benzenediol